C1(CC1)N(C(=O)NCC1=CC2=CC=CC=C2C=C1F)[C@H]1CNCCC1 (R)-1-cyclopropyl-3-((3-fluoronaphthalen-2-yl)methyl)-1-(piperidin-3-yl)urea